N-[2-[4-[3-(2,2-difluoro-1,3-benzodioxol-5-yl)-1,2,4-oxadiazol-5-yl]-1-piperidyl]-2-oxo-ethyl]benzamide FC1(OC2=C(O1)C=CC(=C2)C2=NOC(=N2)C2CCN(CC2)C(CNC(C2=CC=CC=C2)=O)=O)F